(R)-(1-((2-(3-hydroxy-3-methylbut-1-yn-1-yl)pyridin-4-yl)methyl)piperidin-3-yl)carbamic acid tert-butyl ester C(C)(C)(C)OC(N[C@H]1CN(CCC1)CC1=CC(=NC=C1)C#CC(C)(C)O)=O